C(#N)CC(C#CC=1C2=C(C(N(C1)C)=O)NC(=C2C(=O)OCC)C)(C)O ethyl 4-(4-cyano-3-hydroxy-3-methyl-but-1-ynyl)-2,6-dimethyl-7-oxo-1H-pyrrolo[2,3-c]pyridine-3-carboxylate